7-[1-(26-amino-3,6,9,12,15,18,21,24-octaoxahexacosan-1-yl)hexahydropyridin-4-yl]-2-butyl-1-(3,4,5,6-tetrahydro-2H-pyran-4-ylmethyl)thieno[3,2-b]imidazo[4,5-d]pyridine-4-amine NCCOCCOCCOCCOCCOCCOCCOCCOCCN1CCC(CC1)C1=CC2=NC(=C3C(=C2S1)N(C(=N3)CCCC)CC3CCOCC3)N